2-(6-((2-fluoroethyl)(2,2,6,6-tetramethylpiperidin-4-yl)amino)pyridazin-3-yl)-5-(5-methyloxazol-2-yl)phenol FCCN(C1=CC=C(N=N1)C1=C(C=C(C=C1)C=1OC(=CN1)C)O)C1CC(NC(C1)(C)C)(C)C